O=C1NC(CCC1N1C(C2=CC(=C(C=C2C1=O)N1CCN(CC1)C1CCC(CC1)C(=O)N)F)=O)=O 4-(4-(2-(2,6-Dioxopiperidin-3-yl)-6-fluoro-1,3-dioxoisoindoline-5-yl)piperazin-1-yl)cyclohexane-1-carboxamide